2-(3-methylphenyl)-1H-benzimidazole CC=1C=C(C=CC1)C1=NC2=C(N1)C=CC=C2